CNS(=O)(=O)C=1C=C2C(=CN(C2=CC1)C1=CC=CC=C1)C=1OC(=CC1)C N-methyl-3-(5-methylfuran-2-yl)-1-phenyl-1H-indole-5-sulfonamide